NC1=C(C(=NN1C=1SC=C(N1)C(F)(F)F)C1=CC=CC=C1)CC1=CC=C(C=C1)S(=O)(=O)N 4-((5-amino-3-phenyl-1-(4-(trifluoromethyl)thiazol-2-yl)-1H-pyrazol-4-yl)methyl)benzenesulfonamide